(5-((2-(2,2-dimethylpyrrolidin-1-yl)ethyl)carbamoyl)-2-methyl-pyridin-3-yl)-2-(pyridin-4-yl)pyrazolo[5,1-b]thiazole-7-carboxamide CC1(N(CCC1)CCNC(=O)C=1C=C(C(=NC1)C)C=1N2C(SC1C1=CC=NC=C1)=C(C=N2)C(=O)N)C